CC(=CCCC(=O)[O-])CCC=C(C)C 3,7-dimethyl-2,6-octadien-1-ylacetate